tert-butyl (2R,4R)-4-(tert-butoxycarbonylamino)-2-(oxetan-3-yloxy)-8-azaspiro[4.5]decane-8-carboxylate C(C)(C)(C)OC(=O)N[C@@H]1C[C@@H](CC12CCN(CC2)C(=O)OC(C)(C)C)OC2COC2